5,6-dimethyl-benzo[d]imidazole CC1=CC2=C(N=CN2)C=C1C